BrC1=C(C=CC=C1)SC[C@H]1CC[C@H](CC1)N1N=CC(=C1)C=1C2=C(N=CN1)N(C=C2)COCC[Si](C)(C)C 4-[1-(cis-4-[(2-Bromophenyl)thio]methylcyclohexyl)-1H-pyrazol-4-yl]-7-[2-(trimethylsilyl)-ethoxy]methyl-7H-pyrrolo[2,3-d]pyrimidine